C(C(=C)C)(=O)OCCOC(C(C(C(C(C(C(C(F)(F)F)(F)F)(F)F)(F)F)(F)F)(F)F)(F)F)=O perfluorooctanoic acid methacryloyloxyethyl ester